2,5-dimethyl-1-(4-methoxyphenyl)-1H-pyrrole CC=1N(C(=CC1)C)C1=CC=C(C=C1)OC